FC1=C(C=CC(=C1F)OC)C=1C(=CC=CC1F)C=O 2',3',6-trifluoro-4'-methoxy-[1,1'-biphenyl]-2-carbaldehyde